C(C1=CC=CC=C1)C1=C(C=CC(=C1)C)OS(=O)(=O)C(F)(F)F.FC1=C(N)C=CC(=C1C)N1CCC(CC1)C(F)(F)F 2-fluoro-3-methyl-4-(4-(trifluoromethyl)piperidin-1-yl)aniline 2-benzyl-4-methylphenyl-triflate